ClC1=C(C=CC=C1)C(=C)C1=CC=CC=C1 1-chloro-2-(1-phenylvinyl)benzene